5-isopropyl-1H-pyrazol C(C)(C)C1=CC=NN1